C1(=C(C=CC=C1)[Si](OC)(OC)C)[Si](OC)(OC)C phenylenedi(methyldimethoxysilane)